CN1C(C2=CC=CC=C2C1=O)=O 2-methyl-isoindoline-1,3-dione